2-octyl-1,6-hexanediol C(CCCCCCC)C(CO)CCCCO